C(#N)[C@H]1N(CSC1)C(CNC(=O)C1=CC=NC2=CC=C(C=C12)N1C[C@@H](O[C@H](C1)C)C)=O N-(2-((R)-4-Cyanothiazolidin-3-yl)-2-oxoethyl)-6-((2S,6S)-2,6-dimethyl-morpholino)quinoline-4-carboxamide